(4-(4-(trifluoromethyl)phenyl)-3,4-dihydro-2H-benzo[b][1,4]oxazin-2-yl)methanol FC(C1=CC=C(C=C1)N1C2=C(OC(C1)CO)C=CC=C2)(F)F